[N+](=O)([O-])C=1C=CC2=C(C(=NO2)C(=O)N)C1 5-nitrobenzo[d]isoxazole-3-carboxamide